4-((3aS*,6aS*)-4-(tert-butoxycarbonyl)-6,6-difluorohexahydro-1H-pyrrolo[3,2-c]isoxazol-1-yl)-3-hydroxy-2,2-dimethylbutanoic acid C(C)(C)(C)OC(=O)N1CC([C@H]2N(OC[C@H]21)CC(C(C(=O)O)(C)C)O)(F)F |o1:10,14|